C(C)C1=NC2=CC=C(C=C2NC1=O)CN1CCN(CC1)C=1C=CC(=NC1C(F)F)C(=O)NC([2H])([2H])[2H] 5-(4-((2-ethyl-3-oxo-4H-quinoxalin-6-yl)methyl)piperazin-1-yl)-N-(methyl-d3)-6-(difluoromethyl)pyridine-2-carboxamide